5-(8-methyl-2,3-dihydro-1H-pyrido[2,3-b][1,4]oxazin-7-yl)-3-(4-(4-methylpiperazin-1-yl)phenyl)-1H-pyrazolo[4,3-c]pyridazin-6(5H)-one CC1=C(C=NC=2OCCNC21)N2N=C1C(=CC2=O)NN=C1C1=CC=C(C=C1)N1CCN(CC1)C